FC1=CC=C(C=C1)NC(=O)C1(CC1)C(=O)NC1=CC=C(OC2=CC=NC3=CC(=C(C=C23)C=2N(C=CC2)C(=O)OC(C)(C)C)OC)C=C1 tert-butyl 2-[4-[4-[[1-[(4-fluorophenyl)carbamoyl]cyclopropanecarbonyl]amino]phenoxy]-7-methoxyquinolin-6-yl]pyrrole-1-carboxylate